NC1=NN2C(N=CC(=C2)C2=C(C=CC3=C2SC=C3)C)=C1C#N 2-amino-6-(6-methylbenzo[b]thiophen-7-yl)pyrazolo[1,5-a]pyrimidine-3-carbonitrile